FC(C1=CC=C(C=C1)C1CC(=NN1C(CC)=O)C1=C(C=CS1)C)F 5-(5-(4-(difluoromethyl)phenyl)-1-propionyl-4,5-dihydro-1H-pyrazol-3-yl)-4-methylthiophene